(R)-N-(2,5-dimethoxyphenyl)-3-(3-fluoro-4-methylphenyl)-3-(pyrazin-2-yl)pyrrolidine-1-carboxamide COC1=C(C=C(C=C1)OC)NC(=O)N1C[C@](CC1)(C1=NC=CN=C1)C1=CC(=C(C=C1)C)F